butyl (2-(5-(difluoromethyl)-3-(3-(1-(o-tolyl)cyclopropyl)-1,2,4-oxadiazol-5-yl)-1H-pyrazol-1-yl)acetyl)glycinate FC(C1=CC(=NN1CC(=O)NCC(=O)OCCCC)C1=NC(=NO1)C1(CC1)C1=C(C=CC=C1)C)F